CNC=1C=NC(=CC1N)C(F)(F)F N3-methyl-6-(trifluoromethyl)pyridine-3,4-diamine